2,4-diphenyl-2H-chromene C1(=CC=CC=C1)C1OC2=CC=CC=C2C(=C1)C1=CC=CC=C1